5-((10-ethynylanthracen-9-yl)ethynyl)-1H-indole C(#C)C1=C2C=CC=CC2=C(C2=CC=CC=C12)C#CC=1C=C2C=CNC2=CC1